[Cl-].C(CCCCC)[NH+]1CC(CC1)CCC 1-Hexyl-3-propylpyrrolidinium chlorid